methyl (1S,3S,4R)-3-((tert-butoxycarbonyl) amino)-4-hydroxycyclopentane-1-carboxylate C(C)(C)(C)OC(=O)N[C@H]1C[C@@H](C[C@H]1O)C(=O)OC